NC1=NC(=C(C(=N1)N)OCCCOC1=C(C=CC=C1)CCCCC(=O)O)CC 5-(2-{3-[(2,4-diamino-6-ethylpyrimidin-5-yl)oxy]propoxy}phenyl)pentanoic acid